(1-(3-nitrophenyl) ethyl) carbamate C(N)(OC(C)C1=CC(=CC=C1)[N+](=O)[O-])=O